C1(CC1)CC=1N=NN(C1CO)C1=CC=C(C=C1)C(F)F (4-(cyclopropylmethyl)-1-(4-(difluoromethyl)phenyl)-1H-1,2,3-triazol-5-yl)methanol